C(C)(C)(C)OC(N(C)C(C1=CC=C(C=C1)CN1CCC(CC1)O)C1CC1)=O (cyclopropyl-(4-((4-hydroxypiperidin-1-yl)methyl)phenyl)methyl)(methyl)carbamic acid tert-butyl ester